5-(8-AMINO-2-FLUOROIMIDAZO[1,2-A]PYRIDIN-5-YL)-7-CYCLOPROPYL-7H-PYRROLO[2,3-D]PYRIMIDIN-4-AMINE NC=1C=2N(C(=CC1)C1=CN(C=3N=CN=C(C31)N)C3CC3)C=C(N2)F